CC1=NOC(=C1S(=O)(=O)N1CCC2(CCC2N2CCOCC2)CC1)C 4-(7-((3,5-dimethylisoxazol-4-yl)sulfonyl)-7-azaspiro[3.5]nonan-1-yl)morpholine